FC(C1=NC(=NO1)C1=CC2=C(C(CO2)NC(=O)C=2C=NN(C2C)C)C=C1)F N-(6-(5-(difluoromethyl)-1,2,4-oxadiazol-3-yl)-2,3-dihydrobenzofuran-3-yl)-1,5-dimethyl-1H-pyrazole-4-carboxamide